CO[Si](CCCNCCC[Si](O[Si](O[Si](O[Si](O[Si](C)(C)C)(C1=CC=CC=C1)C1=CC=CC=C1)(C1=CC=CC=C1)C1=CC=CC=C1)(C1=CC=CC=C1)C1=CC=CC=C1)(OC)OC)(OC)OC 1-(3-trimethoxysilylpropylaminopropyl)-1,1-dimethoxy-3,3,5,5,7,7-hexaphenyl-9,9,9-trimethylpentasiloxane